O=C1N(C(C2=CC=CC=C12)=O)CC(C#N)(C1=CC(=CC=C1)C(F)(F)F)C 3-(1,3-dioxoisoindolin-2-yl)-2-methyl-2-[3-(trifluoromethyl)phenyl]propanenitrile